N[C@H]1CN(CC1)C1=NC=CC2=CC(=CC=C12)NC(C=C)=O (R)-N-(1-(3-aminopyrrolidin-1-yl)isoquinolin-6-yl)acrylamide